5-((2,4-dichloro-5-isopropoxyphenyl)amino)-2,4-dimethyl-5-oxopentanoic acid ClC1=C(C=C(C(=C1)Cl)OC(C)C)NC(C(CC(C(=O)O)C)C)=O